CC(C(=O)OCC)(C(CCCCCCC)=O)C ethyl 2,2-dimethyl-3-oxodecanoate